3-(2,6-difluorophenyl)-3-oxopropanenitrile FC1=C(C(=CC=C1)F)C(CC#N)=O